N-(1-cyanocyclopropyl)-3-(5-(difluoromethyl)-1,3,4-thiadiazol-2-yl)-8-(4-(piperazine-1-carbonyl)piperazin-1-yl)imidazo[1,2-a]pyridine-6-sulfonamide C(#N)C1(CC1)NS(=O)(=O)C=1C=C(C=2N(C1)C(=CN2)C=2SC(=NN2)C(F)F)N2CCN(CC2)C(=O)N2CCNCC2